C1(=CC=CC=C1)N1N=C(N=C1C1=CC=CC=C1)C(=O)N1CCN(CCC1)C(C)=O 1-(4-(1,5-Diphenyl-1H-1,2,4-triazole-3-carbonyl)-1,4-diazepan-1-yl)ethan-1-one